2,4,6-trichloro-benzoyl chloride ClC1=C(C(=O)Cl)C(=CC(=C1)Cl)Cl